(1-methylazetidin-3-yl)methanol CN1CC(C1)CO